tert-butyl N-[trans-4-[[3-[N'-(2-chloro-5-fluoro-phenyl)carbamimidoyl]-6-[4-(dimethylamino)-2-methyl-phenyl]pyrrolo[1,2-b]pyridazin-4-yl]amino]cyclohexyl]carbamate ClC1=C(C=C(C=C1)F)N=C(N)C1=C(C=2N(N=C1)C=C(C2)C2=C(C=C(C=C2)N(C)C)C)N[C@@H]2CC[C@H](CC2)NC(OC(C)(C)C)=O